5-Chloro-6-methyl-3-(3-trifluoromethoxy-phenyl)-7,8-dihydro-6H-9-oxa-1,2,3a,4,6-pentaaza-cyclopenta[a]naphthalene ClC1=NN2C(C=3OCCN(C13)C)=NN=C2C2=CC(=CC=C2)OC(F)(F)F